N(N)C(C)C1=NC=C(C=C1)C(F)(F)F (1-hydrazinoethyl)-5-(trifluoromethyl)pyridine